6-(4-Chlorophenyl)-3-((1S,3R)-3-hydroxycyclopentyl)-8-(1-methyl-1H-pyrazol-4-yl)pyrido[3,4-d]pyrimidin-4(3H)-one ClC1=CC=C(C=C1)C1=CC2=C(N=CN(C2=O)[C@@H]2C[C@@H](CC2)O)C(=N1)C=1C=NN(C1)C